O1CC(CC1)CC(=O)N tetrahydrofuran-3-yl-acetamide